ClC=1C(=C(C=C(C1)NC(OC(C)(C)C)=O)NC(OC1=CC=CC=C1)=O)C tert-butyl phenyl (5-chloro-4-methyl-1,3-phenylene)dicarbamate